C1(CCC1)C1=CN=C(N1)C1=NC=CC(=C1)C=1C=NC=C(C1)N1CCOCC1 4-(2'-(5-Cyclobutyl-1H-imidazol-2-yl)-3,4'-bipyridin-5-yl)morpholin